FC1=C(C(=CC=C1)F)N1C=2N(C3=C(C1=O)C=NC(=N3)NC3=CC=C(C=C3)N3CCN(CC3)C)C=CN2 6-(2,6-difluorophenyl)-2-{[4-(4-methylpiperazin-1-yl)phenyl]amino}imidazo[1,2-a]pyrimido[5,4-e]pyrimidin-5(6H)-one